tert-Butyl 5-methyl-2,3-dihydro-1H-pyrrolo[3,2-b]pyridine-1-carboxylate CC1=CC=C2C(=N1)CCN2C(=O)OC(C)(C)C